S1C(=NC2=C1C=CC=C2)NC(=O)C=2C=CC=C1CCN(CC21)C2=CC=C(C(=N2)C(=O)OC(C)(C)C)C=2C(=C(OCCCC1(CCN(CC1)CC(=O)O)F)C=CC2)C 2-[4-[3-[3-[6-[8-(1,3-benzothiazol-2-ylcarbamoyl)-3,4-dihydro-1H-isoquinolin-2-yl]-2-tert-butoxycarbonyl-3-pyridyl]-2-methyl-phenoxy]propyl]-4-fluoro-1-piperidyl]acetic acid